CC(C#C)(CCCC(CCC=C(CCC=C(C)C)C)C)O 3,7,11,15-tetramethylhexadeca-10,14-dien-1-yn-3-ol